di(2-ethylpentyl) 2,3-dichloromaleate Cl/C(/C(=O)OCC(CCC)CC)=C(/C(=O)OCC(CCC)CC)\Cl